N-(4-(1-(morpholinosulfonyl)-1,2,3,6-tetrahydropyridin-4-yl)-1H-pyrrolo[2,3-b]pyridin-6-yl)cyclopropylcarboxamide O1CCN(CC1)S(=O)(=O)N1CCC(=CC1)C1=C2C(=NC(=C1)NC(=O)C1CC1)NC=C2